ClC1=C(C(=CC=C1)Cl)N1CC(C1)C=1C=CC(=NC1)CN1CCC(CC1)C(=O)OC methyl 1-((5-(1-(2,6-dichlorophenyl)azetidin-3-yl)pyridin-2-yl)methyl)-piperidine-4-carboxylate